FC1=CC2=CNN=C2C=C1COC1=CC=CC(=N1)C1CCN(CC1)CC1=NC2=C(N1C[C@H]1OCC1)C=C(C=C2)C(=O)O (S)-2-((4-(6-(((5-fluoro)-2H-Indazol-6-yl)methoxy)pyridin-2-yl)piperidin-1-yl)methyl)-1-(oxetan-2-ylmethyl)-1H-benzo[d]Imidazole-6-carboxylic acid